S1C(=CC=C1)C(CCCC(=O)C=1SC=CC1)=O 1,5-Di-(2-thienyl)pentan-1,5-dion